N-(5-(2-(2,4-dimethylpyrrolidin-1-yl)acetamido)-2-methylpyridin-3-yl)-2-(1-methyl-1H-pyrazol-4-yl)-1H-pyrrolo[2,3-b]pyridine-5-carboxamide CC1N(CC(C1)C)CC(=O)NC=1C=C(C(=NC1)C)NC(=O)C=1C=C2C(=NC1)NC(=C2)C=2C=NN(C2)C